2-mercapto-6-methylbenzimidazole SC=1NC2=C(N1)C=C(C=C2)C